CC1=C(C2=C(N=CN=C2)N1[C@H](C)C1CCC(CC1)NC1(COC1)C(F)(F)F)C(=O)NCC=1C(NC(=CC1SC)C)=O 6-Methyl-N-((6-methyl-4-(methylthio)-2-oxo-1,2-dihydropyridin-3-yl)methyl)-7-((R)-1-(4-((3-(trifluoromethyl)oxetan-3-yl)amino)cyclohexyl)ethyl)-7H-pyrrolo[2,3-d]pyrimidin-5-carboxamid